(5-{N-[8-(1,3-dioxoisoindol-2-yl)octyl]1-[(benzyloxy)carbonyl]piperidine-3-amido}-2-oxopyridin-1-yl)acetic acid O=C1N(C(C2=CC=CC=C12)=O)CCCCCCCCN(C(=O)C1CN(CCC1)C(=O)OCC1=CC=CC=C1)C=1C=CC(N(C1)CC(=O)O)=O